tetrafluoroboric acid methyl-diphenyl-sulfonium salt C[S+](C1=CC=CC=C1)C1=CC=CC=C1.F[B-](F)(F)F.[H+]